aluminum zinc indium tin gallium [Ga].[Sn].[In].[Zn].[Al]